tert-butyl 6-(7-bromo-6-methoxy-thieno[3,2-c]pyridin-4-yl)-3,4-dihydro-1H-isoquinoline-2-carboxylate BrC=1C2=C(C(=NC1OC)C=1C=C3CCN(CC3=CC1)C(=O)OC(C)(C)C)C=CS2